C(C)OC1=CC=C(C=C1)C1=CC2=C(N=CC=C2NC2=CC=CC=C2)N1S(=O)(=O)C1=CC=CC=C1 2-(4-ethoxyphenyl)-N-phenyl-1-(phenylsulfonyl)-1H-pyrrolo[2,3-b]pyridin-4-amine